[N+](=O)([O-])C1=C(COS(=O)(=O)C2=CC=C(C)C=C2)C(=CC=C1)[N+](=O)[O-].ClC=1C(=NC(=C(C(=O)NC2=CC(=C(C=C2)F)C(N)=NO)C1)N1CC(C(CC1)(F)F)C)C(F)(F)F 5-chloro-2-(4,4-difluoro-3-methylpiperidin-1-yl)-N-(4-fluoro-3-(N'-hydroxycarbamimidoyl)phenyl)-6-(trifluoromethyl)nicotinamide 2,6-dinitro-benzyl-p-toluenesulfonate